BrC1=C(C(=C(C(=C1F)F)O)F)C1=NC(=NO1)C(=O)N1C[C@H](O[C@H](C1)C)C (5-(2-Bromo-3,4,6-trifluoro-5-hydroxyphenyl)-1,2,4-oxadiazol-3-yl)((2R,6S)-2,6-dimethylmorpholino)methanone